(R)-2-chloro-3-(4-hydroxybutoxy)-7-isopropyl-11-oxo-6,7-dihydro-11H-benzo[f]pyrido[1,2-d][1,4]oxazepine-10-carboxylic acid ClC=1C(=CC2=C(C=3N([C@@H](CO2)C(C)C)C=C(C(C3)=O)C(=O)O)C1)OCCCCO